[Br-].C(CCCCCCCCCCC)N1CC=CC=C1 1-dodecylpyridine bromide salt